5-bromo-9-iodonaphtho[2,1-b]benzofuran BrC1=CC=2OC3=C(C2C=2C=CC=CC12)C=CC(=C3)I